N-ETHYL-2-(2-FORMYL-4-NITROPHENOXY)PROPANAMIDE C(C)NC(C(C)OC1=C(C=C(C=C1)[N+](=O)[O-])C=O)=O